3-methyldodec-4-enal CC(CC=O)C=CCCCCCCC